2-palmitoyl-3-acetyl-glycerol C(CCCCCCCCCCCCCCC)(=O)OC(CO)COC(C)=O